C(C)OC(CC1=CC(=C(C(=C1)F)I)F)=O 2-(3,5-difluoro-4-iodophenyl)acetic acid ethyl ester